Calcium sulphate hemi-hydrate O.S(=O)(=O)([O-])[O-].[Ca+2].[Ca+2].S(=O)(=O)([O-])[O-]